5-((2-(2,6-difluorophenyl)pyrazolo[1,5-a][1,3,5]triazin-4-yl)amino)-2-morpholinobenzonitrile FC1=C(C(=CC=C1)F)C1=NC=2N(C(=N1)NC=1C=CC(=C(C#N)C1)N1CCOCC1)N=CC2